1-cyano-N-[(1s,4s)-4-{[6-chloro-2-(trifluoromethyl)quinolin-4-yl]amino}cyclohexyl]cyclopropane-1-carboxamide C(#N)C1(CC1)C(=O)NC1CCC(CC1)NC1=CC(=NC2=CC=C(C=C12)Cl)C(F)(F)F